C(C)(C)(C)OC(=O)N[C@H](C=1N=C2N(N=CC(=C2)C=C2C(N(CC2C(F)(F)F)C(=O)OC(C)(C)C)=O)C1)C1CCC(CC1)(F)F tert-Butyl 3-((2-((S)-((tert-butoxycarbonyl)amino)(4,4-difluorocyclohexyl)methyl)imidazo[1,2-b]pyridazin-7-yl)methylene)-2-oxo-4-(trifluoromethyl)pyrrolidine-1-carboxylate